OC1(C(N(C2=CC=CC=C12)C1CC(C1)N1CCCCC1)=O)C 3-hydroxy-3-methyl-1-((1s,3s)-3-(piperidin-1-yl)cyclobutyl)indolin-2-one